(2R)-4-amino-1-(3-(2-fluoro-4-(trifluoromethyl)phenyl)pyrrolidin-1-yl)butan-2-ol NCC[C@H](CN1CC(CC1)C1=C(C=C(C=C1)C(F)(F)F)F)O